NC1=C(C(=CC(=C1)C=CC#N)C)NC1=NC=NC2=CC(=CC=C12)Cl 4-((2-amino-4-(2-cyanovinyl)-6-methylphenyl)amino)-7-chloroquinazolin